Methyl (E)-2-hydroxy-5-(5-(3-(4-(methylthio)phenyl)-3-oxoprop-1-en-1-yl)furan-2-yl)benzoate OC1=C(C(=O)OC)C=C(C=C1)C=1OC(=CC1)\C=C\C(=O)C1=CC=C(C=C1)SC